tert-butyl (3-ethyl-5-(2-(5-methyl-2-(1H-thieno[3,2-c]pyrazol-5-yl)piperidin-1-yl)-2-oxoacetamido)pyridin-2-yl)carbamate C(C)C=1C(=NC=C(C1)NC(C(=O)N1C(CCC(C1)C)C1=CC=2NN=CC2S1)=O)NC(OC(C)(C)C)=O